bis(2-(diisopropylphosphino)ethyl)amine C(C)(C)P(CCNCCP(C(C)C)C(C)C)C(C)C